ClC=1C(=NN(C1)C)C(C)=O 1-(4-chloro-1-methyl-pyrazol-3-yl)ethanone